FS(C1=CC=C(C=C1)N[C@@H]1CC[C@H](CC1)S(=O)(=N)C1=CC=C(C=C1)C=1C=C2CCNC(C2=CC1)=O)(F)(F)(F)F 6-(4-{[trans-4-{[4-(pentafluoro-λ6-sulfanyl)phenyl]Amino}cyclohexyl]sulfonimidoyl}phenyl)-1,2,3,4-tetrahydroisoquinolin-1-one